(S)-4-(3-(3-(8-chlorochroman-4-yl)ureido)-1H-pyrazol-1-yl)-N-methylbenzamide ClC=1C=CC=C2[C@H](CCOC12)NC(NC1=NN(C=C1)C1=CC=C(C(=O)NC)C=C1)=O